ClC1=CC=C(C=C1)C1=CC(=CC=C1)N(C1=NC=2N(C3=CC(=CC=C13)C#CC)C=NN2)C N-(4'-Chloro-[1,1'-biphenyl]-3-yl)-N-methyl-8-(prop-1-yn-1-yl)-[1,2,4]triazolo[4,3-a]quinazolin-5-amine